2-indenethiol tert-butyl-4-(5-(4-cyanopyridin-3-yl)-2-(1-(2,6-difluorophenyl)-6-oxo-1,6-dihydropyridazine-3-carboxamido)phenyl)piperazine-1-carboxylate C(C)(C)(C)C1N(CCN(C1)C1=C(C=CC(=C1)C=1C=NC=CC1C#N)NC(=O)C1=NN(C(C=C1)=O)C1=C(C=CC=C1F)F)C(=O)O.C1C(=CC2=CC=CC=C12)S